[N+](=O)([O-])C=1C=C(C=CC1)C(F)(F)F Meta-nitrobenzotrifluoride